[4-[5-[tert-butyl(dimethyl)silyl]oxy-1-tetrahydropyran-2-yl-indazol-3-yl]-6-methyl-pyrimidin-2-yl]methyl acetate C(C)(=O)OCC1=NC(=CC(=N1)C1=NN(C2=CC=C(C=C12)O[Si](C)(C)C(C)(C)C)C1OCCCC1)C